N1(CCNCC1)CC(=O)C1N=C2C=CC=CC2=CC12NCCC2 piperazineacetyl-spiro[pyrrolidine-2,3'-quinoline]